FC1(CC(C1)C#N)CO 3-Fluoro-3-(hydroxymethyl)cyclobutanecarbonitrile